ClC1=NC=C(C(=C1)N1CCC2(CCCO2)CC1)C#CC=1C=NC=CC1 8-(2-chloro-5-(2-(3-pyridyl)ethynyl)-4-pyridyl)-1-oxa-8-azaspiro[4.5]decane